Cyclopentyl α-methoxyisobutyrate COC(C(=O)OC1CCCC1)(C)C